9-Chloro-7-(2,3-dimethoxy-phenyl)-5H-benzo[c]pyrimido[4,5-e]azepin ClC=1C=CC2=C(C(=NCC3=C2N=CN=C3)C3=C(C(=CC=C3)OC)OC)C1